cis-Methyl 3-(3-methoxy-3-oxopropanoyl)cyclohexanecarboxylate COC(CC(=O)[C@H]1C[C@H](CCC1)C(=O)OC)=O